1,3,5-tris[(4-tert-butyl-3-hydroxy-2,6-dimethylbenzyl)methyl]-1,3,5-triazine-2,4,6(1H,3H,5H)-trione C(C)(C)(C)C1=C(C(=C(CCN2C(N(C(N(C2=O)CCC2=C(C(=C(C=C2C)C(C)(C)C)O)C)=O)CCC2=C(C(=C(C=C2C)C(C)(C)C)O)C)=O)C(=C1)C)C)O